C(C)(=O)O[C@H](CC1=C(C(=CC(=C1)OC)OC)I)C (S)-1-(2-iodo-3,5-dimethoxyphenyl)propan-2-yl acetate